NC=1C=C(C=C(C1)C(F)(F)F)[C@@H](C)NC=1C2=C(N=C(N1)C)N=C(C(=C2)C(=O)N(C)C)N2C[C@@H]([C@@H](C2)F)F 4-((R)-1-(3-amino-5-(trifluoromethyl)phenyl)ethylamino)-7-((3S,4R)-3,4-difluoropyrrolidin-1-yl)-N,N,2-trimethylpyrido[2,3-d]pyrimidine-6-carboxamide